O=CCC1CCC(CC1)NC(C(C)(C)C)=O N-((1r,4r)-4-(2-oxoethyl)cyclohexyl)pivalamide